N1C=C(C2=CC=CC=C12)C=1NC(=CN1)C(=O)C1=CC(=C(C(=C1)OC)OC)OC [2-(1H-Indol-3-yl)-1H-imidazol-5-yl]-(3,4,5-trimethoxyphenyl)methanone